O=C1NC(CCC1N1C(C2=CC=C(C=C2C1)N1CC2(CC1)CCC(CC2)C=O)=O)=O 2-[2-(2,6-dioxo-3-piperidyl)-1-oxo-isoindolin-5-yl]-2-azaspiro[4.5]decane-8-carbaldehyde